NC=1N=C(SC1C(C1=CC=CC=C1)=O)N(C=1C=NC(=CC1)OC(F)(F)F)C(C(=O)N)C [(4-amino-5-benzoyl-thiazol-2-yl)-[6-(trifluoromethoxy)-3-pyridyl]amino]propanamide